ClC1=C(C(=CC(=C1)NC(CC1=CC=C(C=C1)S(=O)(=O)CC)=O)Cl)C1=C(C=CC=C1)OC(F)(F)F N-(2,6-dichloro-2'-(trifluoromethoxy)-[1,1'-biphenyl]-4-yl)-2-(4-(ethylsulfonyl)phenyl)acetamide